C1(CC1)C1=NN(C=C1C1=NC(=NO1)[C@@H]1C(C12CCN(CC2)S(=O)(=O)N)(F)F)CC (2R)-2-[5-(3-cyclopropyl-1-ethyl-1H-pyrazol-4-yl)-1,2,4-oxadiazol-3-yl]-1,1-difluoro-6-azaspiro[2.5]octane-6-sulfonamide